C(CC)OCC(S(=O)(=O)[O-])(C)C.[NH4+] ammonium propoxytrimethylmethanesulfonate